CC1=NN(C(=C1[N+](=O)[O-])C)CC=1C=C(C=CC1OC)/C=C/C(=O)C1=CC=C(C=C1)O (E)-3-[3-[(3,5-Dimethyl-4-nitropyrazol-1-yl)methyl]-4-methoxyphenyl]-1-(4-hydroxyphenyl)prop-2-en-1-one